2-(1,5-dihydroxypentan-3-ylamino)-8-methylpyrido[2,3-d]pyrimidin-7-one OCCC(CCO)NC=1N=CC2=C(N1)N(C(C=C2)=O)C